N,N-diethyl-butane-1,4-diamine, dihydrochloride Cl.Cl.C(C)N(CCCCN)CC